FC1=C(CN2CCC(CC2)C(=O)O)C=CC(=C1)C(C)C 1-(2-fluoro-4-isopropylbenzyl)piperidine-4-carboxylic acid